Cl.NC1CCN(CC1)C1=NC(=C(C=2CN(CCC12)CC1=CC=CC=C1)C#N)Cl 1-(4-aminopiperidin-1-yl)-6-benzyl-3-chloro-5,6,7,8-tetrahydro-2,6-naphthyridine-4-carbonitrile Hydrochloride